N4-((3aS,4R,6S,6aR)-6-(((tert-butyldimethylsilyl)oxy)(3,4-difluorophenyl)methyl)-2,2-dimethyltetrahydro-4H-cyclopenta[d][1,3]dioxol-4-yl)-N4-methylpyrimidine-4,6-diamine [Si](C)(C)(C(C)(C)C)OC([C@H]1C[C@H]([C@H]2[C@@H]1OC(O2)(C)C)N(C2=NC=NC(=C2)N)C)C2=CC(=C(C=C2)F)F